CC(CN1C(C=CC2=C1N=C(N=C2)N[C@@H](C)C2=CC=C(OC1CCNCC1)C=C2)=O)(C)C 4-(4-{(S)-1-[8-(2,2-Dimethyl-propyl)-7-oxo-7,8-dihydro-pyrido[2,3-d]pyrimidin-2-ylamino]-ethyl}-phenoxy)-piperidin